N1(CCC1)CC=1C=C(C=CC1)[C@H]1C[C@H]([C@H]2[C@@H]1OC(O2)(C)C)N2C=CC1=C2N=C(N=C1NCC1=CC=C(C=C1)OC)Cl 7-((3aS,4R,6R,6aR)-6-(3-(azetidin-1-ylmethyl)phenyl)-2,2-dimethyltetrahydro-4H-cyclopenta[d][1,3]dioxol-4-yl)-2-chloro-N-(4-methoxybenzyl)-7H-pyrrolo[2,3-d]pyrimidin-4-amine